methoxy-N-(piperidin-4-ylmethyl)nicotinamide ethyl-3-((tert-butoxycarbonyl)(methyl)amino)-5-methyl-3,4-dihydro-2H-thieno[3,4-b]pyran-7-carboxylate C(C)OC(=O)C=1SC(=C2C1OCC(C2)N(C)C(=O)OC(C)(C)C)C.COC2=C(C(=O)NCC1CCNCC1)C=CC=N2